O1CCC(CC1)C1=CC=C2CCN(C2=C1)C(=O)OC(C)(C)C tert-butyl 6-(tetrahydro-2H-pyran-4-yl)indoline-1-carboxylate